methyl (2-((4-((4,4-difluorocyclohexyl)amino)-6-hydroxy-2-(4-methylthiazol-2-yl)pyrimidin-5-yl)oxy)ethyl)carbamate FC1(CCC(CC1)NC1=NC(=NC(=C1OCCNC(OC)=O)O)C=1SC=C(N1)C)F